(E)-1-(3-(4-((4-([1,2,4]triazolo[1,5-a]pyridin-7-yloxy)-3-methylphenyl)amino)pyrrolo[2,1-f][1,2,4]triazin-5-yl)azetidin-1-yl)-4-morpholinobut-2-en-1-one N=1C=NN2C1C=C(C=C2)OC2=C(C=C(C=C2)NC2=NC=NN1C2=C(C=C1)C1CN(C1)C(\C=C\CN1CCOCC1)=O)C